FC=1C=CC2=C(C(NC=3CNCC(C23)=O)=O)C1 8-fluoro-3,4-dihydrobenzo[c][1,7]naphthyridine-1,6(2H,5H)-dione